CC1=C(C=CC=C1C1=CC2=C(CN(CCC2)CC(=O)O)C=C1)C1=CC=CC=C1 2-(7-(2-methyl-[1,1'-biphenyl]-3-yl)-1,3,4,5-tetrahydro-2H-benzo[c]azepin-2-yl)acetic acid